N-(2-aminophenyl)-2-(3-(4-(((2-phenylcyclopropyl)amino)methyl)piperidin-1-yl)propyl)thiazole-5-carboxamide TFA Salt OC(=O)C(F)(F)F.NC1=C(C=CC=C1)NC(=O)C1=CN=C(S1)CCCN1CCC(CC1)CNC1C(C1)C1=CC=CC=C1